2-chlorophenyl (3S)-4-{(2R)-2-(cyclohexylamino)-2-[1-(2,2-dimethylpropanoyl)piperidin-4-yl]acetyl}-3-[(thiophen-2-ylmethyl)carbamoyl]piperazine-1-carboxylate C1(CCCCC1)N[C@@H](C(=O)N1[C@@H](CN(CC1)C(=O)OC1=C(C=CC=C1)Cl)C(NCC=1SC=CC1)=O)C1CCN(CC1)C(C(C)(C)C)=O